C(CCCCCCCCCCCCCCCCC)OCCOCCO diethylene glycol octadecyl ether